NCCCCNCC[Si](OC)(OC)OC N-(4-aminobutyl)-2-aminoethyltrimethoxysilane